C(C)OC(=C)C1=NC=C(C(=C1)C1=CC(=NN1COCC[Si](C)(C)C)C(=O)N1C2(CC2)CC(CC1)C(=O)OC)F methyl 4-{5-[2-(1-ethoxyethenyl)-5-fluoropyridin-4-yl]-1-{[2-(trimethylsilyl)ethoxy]methyl}pyrazole-3-carbonyl}-4-azaspiro[2.5]octane-7-carboxylate